FC(C1=NC=CC(=C1)N1CC(C1)O)(F)F 1-(2-(trifluoromethyl)pyridin-4-yl)azetidin-3-ol